C(O)C(CO)(CO)CN trimethylolmethyl-aminomethane